ClC=1C=CC2=C([C@@H](C[C@@H](O2)C(=O)NC23CC(C2)(C3)N3N=C2C=NC(=CC2=C3)OC)O)C1 (2R,4R)-6-chloro-4-hydroxy-N-[3-(5-methoxy-2H-pyrazolo[3,4-c]pyridin-2-yl)bicyclo[1.1.1]pentan-1-yl]-3,4-dihydro-2H-1-benzopyran-2-carboxamide